3-(fluoromethyl)piperidine HCl Cl.FCC1CNCCC1